FC1=C(C(=CC(=C1)OCCN1CC(C1)CF)F)[C@H]1N([C@@H](CC2=C1NC1=CC=C(C=C21)F)C)CC(F)F (1R,3R)-1-(2,6-difluoro-4-(2-(3-(fluoromethyl)azetidin-1-yl)ethoxy)phenyl)-2-(2,2-difluoroethyl)-6-fluoro-3-methyl-2,3,4,9-tetrahydro-1H-pyrido[3,4-b]indole